ethyl-5-hydroxymethylimidazole C(C)C=1NC(=CN1)CO